BrC1=C(C(=NC2=CC=C(C=C12)Cl)CC(C(=O)C1=C(C(O)=CC=C1)O)=C)N1CCC(CC1)OC(F)(F)F 4-bromo-6-chloro-3-[4-(trifluoromethoxy)-1-piperidyl]quinolinemethacryloyl-catechol